F[C@@H]1CN(C[C@H]1O)CCCCCCCSC1=C2CN(C(C2=CC=C1)=O)C1C(NC(CC1)=O)=O 3-(4-((7-((3R,4R)-3-fluoro-4-hydroxypyrrolidin-1-yl)heptyl)thio)-1-oxoisoindolin-2-yl)piperidine-2,6-dione